C1CNCCC12CCC(CC2)CC2CCN(CC2)C2CCC(CC2)C=2C=C1C(=NC(=NC1=CC2OC)C)N[C@H](C)C2=CC(=CC(=C2)C(F)(F)F)N (4-((3-azaspiro[5.5]undecan-9-yl)methyl)piperidin-1-yl)((1R,4R)-4-(4-(((R)-1-(3-Amino-5-(trifluoromethyl)phenyl)ethyl)amino)-7-methoxy-2-methylquinazolin-6-yl)cyclohexane)